pentaerythritol trin-butyrate C(CCC)(=O)OCC(COC(CCC)=O)(COC(CCC)=O)CO